(S)-8-(2-amino-6-((R)-2,2,2-trifluoro-1-(3'-(hydroxymethyl)-[1,1'-biphenyl]-4-yl)ethoxy)pyrimidin-4-yl)-2,8-diazaspiro[4.5]decane-3-carboxylic acid NC1=NC(=CC(=N1)N1CCC2(C[C@H](NC2)C(=O)O)CC1)O[C@@H](C(F)(F)F)C1=CC=C(C=C1)C1=CC(=CC=C1)CO